(1r,2s)-2-(3-phenylazetidin-1-yl)cyclohexanol tert-butyl-N-[2-[6-[[5-(3-fluoro-4-pyridyl)thiazol-2-yl]amino]imidazo[4,5-c]pyridin-1-yl]ethyl]carbamate C(C)(C)(C)N(C(=O)O[C@H]1[C@H](CCCC1)N1CC(C1)C1=CC=CC=C1)CCN1C=NC=2C=NC(=CC21)NC=2SC(=CN2)C2=C(C=NC=C2)F